N1(N=CC=C1)C1=CC=C(C(=O)N[C@@H](CN(C(OC(C)(C)C)=O)[C@H]2[C@@H](C2)C2=CC=C(C=C2)F)C(=O)N2CCN(CC2)C)C=C1 tert-butyl [(S)-2-[4-(1H-pyrazol-1-yl)benzamido]-3-(4-methylpiperazin-1-yl)-3-oxopropyl][(1R,2S)-2-(4-fluorophenyl)cyclopropyl]carbamate